COC=1C=C(C=CC1OC)C1=C(N(C2=CN=C(C=C21)C2=CC=C(C=C2)N2CCN(CC2)C(C)C)C)C 3-(3,4-Dimethoxyphenyl)-5-(4-(4-isopropylpiperazin-1-yl)phenyl)-1,2-dimethyl-1H-pyrrolo[2,3-c]pyridin